Cl.NCC1=CC=C(CN2C(C3=CC=CC=C3C2=O)=O)C=C1 2-(4-(Aminomethyl)benzyl)isoindoline-1,3-dione hydrochloride